FC1=CC=C(C=C1)CC1=NOC(N1C(C)C1=CC=CC=C1)=O 3-[(4-fluorophenyl)methyl]-4-(1-phenylethyl)-4,5-dihydro-1,2,4-oxadiazol-5-one